N-(5-((4-cyanopyridin-2-yl)methoxy)-4-((2-(1,1-difluoroethyl)-6-methylpyrimidin-4-yl)amino)pyridin-2-yl)acetamide C(#N)C1=CC(=NC=C1)COC=1C(=CC(=NC1)NC(C)=O)NC1=NC(=NC(=C1)C)C(C)(F)F